palladium dipentaerythritol OCC(CO)(COCC(CO)(CO)CO)CO.[Pd]